2-(2-(cyclopropanesulfonamido)thiazol-4-yl)-2-methyl-N-(4-(6-(trifluoromethyl)pyrazin-2-yl)phenyl)propanamide C1(CC1)S(=O)(=O)NC=1SC=C(N1)C(C(=O)NC1=CC=C(C=C1)C1=NC(=CN=C1)C(F)(F)F)(C)C